ClC1=C(C=NN1C1CCS(CC1)(=NC)=O)NC=1N=CC(CN1)(NC1=C(C=CC=C1)COC)Cl (1s,4s)-4-(5-chloro-4-((5-chloro-5-((2-(methoxymethyl)phenyl)amino)pyrimidin-2-yl)amino)-1H-pyrazol-1-yl)-1-(methylimino)hexahydro-1λ6-thiopyran 1-oxide